C1(=CC=CC=C1)S(=O)(=O)N1C=CC=2C1=NC=C1C2N(C(=N1)[C@@H](C)O)C1CN(CC1)S(=O)(=O)C=1SC=CC1 (1R)-1-(6-(phenylsulfonyl)-1-(1-(thiophen-2-yl-sulfonyl)pyrrolidin-3-yl)-1,6-dihydroimidazo[4,5-d]pyrrolo[2,3-b]pyridin-2-yl)ethanol